(4S,5R)-3-tert-butoxycarbonyl-2,2-dimethyl-4-phenyloxazolidine C(C)(C)(C)OC(=O)N1C(OC[C@@H]1C1=CC=CC=C1)(C)C